N1C=CC2=CC(=CC=C12)OC=1C=C(C(=O)OCC)C=CC1 ethyl 3-((1H-indol-5-yl)oxy)benzoate